C1(=CC(=CC=C1)C#N)C#N 1,3-benzenedicarbonitrile